p-BIS(trifluoromethyl)benzene C1=CC(=CC=C1C(F)(F)F)C(F)(F)F